CS(=O)(=O)C1=CC(=C(C=C1)NCC#CC=1N(C=2C=CC=C(C2C1)NC1CCC(CC1)N1CC2(C1)COCCC2)CC(F)(F)F)OC 2-{3-[(4-methanesulfonyl-2-methoxyphenyl)amino]prop-1-yn-1-yl}-N-[(1S,4S)-4-{6-oxa-2-azaspiro[3.5]nonan-2-yl}cyclohexyl]-1-(2,2,2-trifluoroethyl)-1H-indol-4-amine